C(C)N(C(C(=C)CCCN)=O)CC N,N-diethyl-aminopropyl-acrylamide